C(C)(C)(C)N(C(O)=O)[C@H](CC1=NC(=C(C=C1)F)Br)CO.N(=[N+]=[N-])CC1=CC=C(C=C1)C(C)(C)C 1-(azidomethyl)-4-(tert-butyl)benzene tert-Butyl-(R)-(1-(6-bromo-5-fluoropyridin-2-yl)-3-hydroxypropan-2-yl)carbamate